(S)-2-((6-((4-acetyl-2-fluorobenzyl)oxy)-3',6'-dihydro-[2,4'-bipyridin]-1'(2'H)-yl)methyl)-1-(oxetan-2-ylmethyl)-1H-benzo[d]imidazole-6-carboxylic acid C(C)(=O)C1=CC(=C(COC2=CC=CC(=N2)C=2CCN(CC2)CC2=NC3=C(N2C[C@H]2OCC2)C=C(C=C3)C(=O)O)C=C1)F